CC1=C(C=CC(=C1)C)SC1=C(C=CC=C1)N1CCN(CC1)CC=1C=C2CN(C(C2=CC1)=O)N1C(NC(CC1)=O)=O 1-(5-((4-(2-((2,4-dimethylphenyl)thio)phenyl)piperazin-1-yl)methyl)-1-oxoisoindolin-2-yl)dihydropyrimidine-2,4(1H,3H)-dione